CC1CN(CC(C1)C)S(=O)(=O)C1=CC=2C(C3=CC(=CC=C3N(C2C=C1)C)S(=O)(=O)N1CC(CC(C1)C)C)=S 2,7-bis(3,5-dimethylpiperidin-1-ylsulfonyl)-10-methylacridine-9(10H)-thione